COC1=CC=C(C=C1)CN1C(N(CCC1=O)C1=CN=CC2=C(C=CC=C12)N1C[C@H](N(CC1)C(=O)OC(C)(C)C)C)=O Tert-butyl (2R)-4-[4-[3-[(4-methoxyphenyl)methyl]-2,4-dioxo-hexahydropyrimidin-1-yl]-8-isoquinolyl]-2-methyl-piperazine-1-carboxylate